OC1=C(C=O)C=C(C(=C1)C)C 2-HYDROXY-4,5-DIMETHYL-BENZALDEHYDE